CN1N=C2C=CC(=CC2=C1)C(=O)NC=1C(N(C2=NC(=CC=C2C1NC)C(F)(F)F)C=1C=NC=CC1)=O 2-methyl-N-(4-(methylamino)-2-oxo-1-(pyridin-3-yl)-7-(trifluoromethyl)-1,2-dihydro-1,8-naphthyridin-3-yl)-2H-indazole-5-carboxamide